CCCCCCCCCCCCC/C=C/[C@H]([C@H](CO[C@H]1[C@@H]([C@H]([C@@H]([C@H](O1)CO)O[C@H]2[C@@H]([C@H]([C@H]([C@H](O2)CO)O[C@H]3[C@@H]([C@H]([C@H]([C@H](O3)CO)O)O)NC(=O)C)O[C@@]4(C[C@@H]([C@H]([C@@H](O4)[C@@H]([C@@H](CO)O)O)NC(=O)C)O)C(=O)O)O)O)O)NC(=O)CCCC)O The molecule is a sialotriaosylceramide that is N-acetyl-beta-D-galactosaminyl-(1->4)-alpha-N-acetylneuraminosyl-(2->3)-beta-D-galactosyl-(1->4)-beta-D-glucosyl-N-acylsphingosine in which the acyl group on the sphingosine nitrogen is pentanoyl. A synthetic modification of the natural ganglioside GM2.